5-(2-fluoro-6-hydroxy-4-(piperidin-4-ylamino)phenyl)-1,2,5-thiadiazolidin-3-one 1,1-dioxide FC1=C(C(=CC(=C1)NC1CCNCC1)O)N1CC(NS1(=O)=O)=O